COC1=C(C=CC(=C1)N1CCOCC1)C1(N=C(C=2C(=N1)NNC2C2=CN=CO2)NC2CCOCC2)N 6-(2-methoxy-4-morpholinophenyl)-3-(oxazol-5-yl)-N4-(tetrahydro-2H-pyran-4-yl)-1H-pyrazolo[3,4-d]pyrimidine-4,6-diamine